C(\C=C\C1=CC=C(C=C1)O)(=O)OCC[C@H](N)C(=O)O O-Coumaroyl-L-homoserin